N=1C=CN2C1N=CC(=C2)C2=CNC1=NC=C(C=C12)C(=O)NC=1C=NN(C1)C1CCNCC1 3-(imidazo[1,2-a]pyrimidin-6-yl)-N-(1-(piperidin-4-yl)-1H-pyrazol-4-yl)-1H-pyrrolo[2,3-b]pyridine-5-carboxamide